OC1=C(C=CC=C1)N(C([O-])=O)C 2-hydroxyphenyl-N-methylcarbamate